2-Amino-N-((1,2,3,5,6,7-hexahydro-s-indacen-4-yl)carbamoyl)pyrimidine-5-sulfonamide, Potassium Salt [K].NC1=NC=C(C=N1)S(=O)(=O)NC(NC1=C2CCCC2=CC=2CCCC12)=O